FC1=C(C=C(CN2C(C3=CC=CC=C3C=N2)=O)C=C1)N1C(CC2=CC=CC=C12)=O (4-fluoro-3-(2-oxoindolin-1-yl)benzyl)phthalazin-1(2H)-one